tert-butyl (2-phenyl-4-(1H-pyrazol-3-yl)-5,6,7,8-tetrahydroquinazolin-6-yl)carbamate C1(=CC=CC=C1)C1=NC=2CCC(CC2C(=N1)C1=NNC=C1)NC(OC(C)(C)C)=O